COC1=CC=C(C=C1)C1=NOC(=N1)N1CCC(CC1)C(=O)NCC1CN(CC1)CC1=NC=CC=C1 1-(3-(4-methoxyphenyl)-1,2,4-oxadiazol-5-yl)-N-((1-(pyridin-2-ylmethyl)pyrrolidin-3-yl)methyl)piperidine-4-carboxamide